C(\C=C\C(=O)O)(=O)O.C(C)N(C(C1=C(C=CC(=C1)F)OC1=C(N=CN=N1)N1CC2(CN(C2)[C@H](C(C)C)C[C@H](CN(C)C(C)C)O)CC1)=O)C(C)C N-ethyl-5-fluoro-2-((5-(2-((3S,5R)-5-hydroxy-6-(isopropyl-(methyl)amino)-2-methylhexan-3-yl)-2,6-diazaspiro[3.4]oct-6-yl)-1,2,4-triazin-6-yl)oxy)-N-isopropylbenzamide fumarate